1-(aminomethyl)cyclopentanecarbonyl chloride NCC1(CCCC1)C(=O)Cl